Cl.O=C1NC(CCC1N1C(C2=CC=C(C=C2C1=O)N1CCNCC1)=O)=O 2-(2,6-dioxopiperidin-3-yl)-5-(piperazine-1-yl)isoindole-1,3-dione hydrochloride